C(CCC)C1(CS(C2=C(N(C1)C1=CC=CC=C1)C=C(C(=C2)C(=O)OC)OC)(=O)=O)CC methyl 3-butyl-3-ethyl-7-methoxy-5-phenyl-2,3,4,5-tetrahydro-1,5-benzothiazepine-8-carboxylate 1,1-dioxide